4-[1-(2-hydroxy-1,1a,6,6a-tetrahydrocycloprop[a]inden-5-yl)ethyl]-1H-imidazole OC1=CC=C(C=2CC3C(C12)C3)C(C)C=3N=CNC3